dibromophenanthroline BrC=1C(=NC2=C3N=CC=CC3=CC=C2C1)Br